2-(but-2-yn-1-yl)-7-((2S,5R)-2,5-diethyl-4-(1-(7-fluoro-2-methylbenzo[d]thiazol-6-yl)ethyl)piperazin-1-yl)-4-methyl-2,4-dihydro-5H-pyrazolo[4,3-b]pyridin-5-one C(C#CC)N1N=C2C(N(C(C=C2N2[C@H](CN([C@@H](C2)CC)C(C)C2=C(C3=C(N=C(S3)C)C=C2)F)CC)=O)C)=C1